CCCCCCCCCCCCCCCCCC(=O)OC[C@H](COP(=O)(O)OC[C@@H](C(=O)O)N)OC(=O)C=CC=CC=CC=CC=CC=CCCCCCCCCC 1-stearoyl-2-docosahexaenoyl-sn-glycero-3-phospho-L-serine